N1=CC=CC2=CC(=CC=C12)\C=C/1\C(NC(N1)=S)=O (5Z)-5-(6-quinolylmethylene)-2-thioxo-imidazolidin-4-one